methyl (8aS)-7-[[(4R)-4-(2-chloro-4-fluoro-phenyl)-5-methoxycarbonyl-2-thiazol-2-yl-1,4-dihydropyrimidin-6-yl]methyl]-3-oxo-2,5,6,8-tetrahydro-1H-imidazo[1,5-a]pyrazine-8a-carboxylate ClC1=C(C=CC(=C1)F)[C@@H]1N=C(NC(=C1C(=O)OC)CN1C[C@]2(N(CC1)C(NC2)=O)C(=O)OC)C=2SC=CN2